8-(methylamino)-3-(4-(2,2,2-trifluoroethoxy)phenyl)-2-(trifluoromethyl)-4H-pyrido[1,2-a]pyrimidin-4-one CNC1=CC=2N(C(C(=C(N2)C(F)(F)F)C2=CC=C(C=C2)OCC(F)(F)F)=O)C=C1